BrC1=NC=CC(=C1)NCCN(C)C N1-(2-bromopyridin-4-yl)-N2,N2-dimethylethane-1,2-diamine